COC1=CC=C(C=C1)C(OC[C@@]1(COC[C@@H](O1)N1C(NC(C(=C1)C)=O)=O)CO)(C1=CC=CC=C1)C1=CC=C(C=C1)OC 1-[(2R,6S)-6-[[bis(4-methoxyphenyl)-phenyl-methoxy]methyl]-6-(hydroxymethyl)-1,4-dioxan-2-yl]-5-methyl-pyrimidine-2,4-dione